C1(CC2C(CC1)O2)NCCC[SiH3] (3,4-epoxycyclohexyl)aminopropyl-silane